1-(3-methylureido)-5-mercaptotetrazole sodium salt [Na].CNC(NN1N=NN=C1S)=O